N(=[N+]=[N-])C1CCC(N(C1)C(=O)OCCCC)C(=O)[O-] butyl 5-azidopiperidine-1,2-dicarboxylate